C(CCCC)O.[Ge] germanium pentanol